C1(=CC=C(C=C1)N(C=1C(=C(OC2=CC=C(C3=CC=CC=C23)N(C2=CC=CC=C2)C2=CC=CC=C2)C=CC1)B1OC(C(O1)(C)C)(C)C)C1=CC=C(C=C1)C1=CC=CC=C1)C1=CC=CC=C1 4-(3-(bis([1,1'-biphenyl]-4-yl)amino)-2-(4,4,5,5-tetramethyl-1,3,2-dioxaborolan-2-yl)phenoxy)-N,N-diphenylnaphthalen-1-amine